1-(4-dodecylphenyl)-2-hydroxy-2-methyl-1-propanone C(CCCCCCCCCCC)C1=CC=C(C=C1)C(C(C)(C)O)=O